C(#N)C=1C=C(CN2N=C(C(=C2)F)C(=O)N[C@H]2[C@@H]3[C@H](C4=C(NC2=O)C(=CC(=C4)F)F)C3)C=CC1 1-(3-cyanobenzyl)-N-((1aS,2S,8bR)-5,7-difluoro-3-oxo-1,1a,2,3,4,8b-hexahydrobenzo[b]cycloprop[d]azepin-2-yl)-4-fluoro-1H-pyrazole-3-carboxamide